FC1=CC=C(C=C1)C(N1C[C@@H](N(C[C@H]1CC)C1=C2N=CN(C2=NC(=N1)Cl)CCN(C(OC(C)(C)C)=O)C)C)C1=CC=C(C=C1)F tert-Butyl (2-(6-((2S,5R)-4-(bis(4-fluorophenyl)methyl)-5-ethyl-2-methylpiperazin-1-yl)-2-chloro-9H-purin-9-yl)ethyl)(methyl)carbamate